NC1=NC=2C=C(C(=CC2C2=C1C=NN2C)C(=O)N([C@@H]2CCOC1=NC(=CC=C12)C(F)(F)F)C)F 4-amino-7-fluoro-N,1-dimethyl-N-((4R)-7-(trifluoromethyl)-3,4-dihydro-2H-pyrano[2,3-b]pyridin-4-yl)-1H-pyrazolo[4,3-c]quinoline-8-carboxamide